ClC1=CC2=C(C(N(C=C2C2=CC(N(C=C2C2=CC=CC=C2)C2CC2)=O)C)=O)N1S(=O)(=O)C1=CC=C(C)C=C1 2-chloro-4-(1-cyclopropyl-2-oxo-5-phenyl-1,2-dihydropyridin-4-yl)-6-methyl-1-tosyl-1,6-dihydro-7H-pyrrolo[2,3-c]pyridin-7-one